(rac)-((1s,3s)-3-Hydroxy-3-methylcyclobutyl)(6-(pyrazolo[1,5-a]pyridin-4-yl)-2-azaspiro[3.4]octan-2-yl)methanon OC1(CC(C1)C(=O)N1CC2(C1)C[C@@H](CC2)C=2C=1N(C=CC2)N=CC1)C |r|